6-[(3S)-3-(cyanomethyl)-4-prop-2-enoyl-piperazin-1-yl]-N-(3-hydroxy-1-naphthyl)-2-(3-pyridyl)pyrimidine-4-carboxamide C(#N)C[C@H]1CN(CCN1C(C=C)=O)C1=CC(=NC(=N1)C=1C=NC=CC1)C(=O)NC1=CC(=CC2=CC=CC=C12)O